2-Cyanoethyl (1-(5-(5-(thiophen-2-yl)isoxazole-3-carboxamido)pentyl)azetidin-3-yl)carbamate S1C(=CC=C1)C1=CC(=NO1)C(=O)NCCCCCN1CC(C1)NC(OCCC#N)=O